FC(OC1=CC=C(CN2N=C(C=C2)[C@@H]([C@@](CN2N=NN=C2)(O)C2=C(C=C(C=C2)F)F)C)C=C1)(F)F (2R,3S)-3-(1-(4-trifluoromethoxybenzyl)-1H-pyrazol-3-yl)-2-(2,4-difluorophenyl)-1-(1H-tetrazol-1-yl)butan-2-ol